N-[4-(4-fluoro-1,3-benzooxazol-2-yl)phenyl]carbamic acid ethyl ester C(C)OC(NC1=CC=C(C=C1)C=1OC2=C(N1)C(=CC=C2)F)=O